ethyl 3-(4-(((tert-butoxycarbonyl)amino)methyl)benzamido)-2-imino-2,3-dihydrobenzo[d]thiazole-6-carboxylate C(C)(C)(C)OC(=O)NCC1=CC=C(C(=O)NN2C(SC3=C2C=CC(=C3)C(=O)OCC)=N)C=C1